ClC=1C=NC(=NC1)[C@H]([C@H](C)S(=O)(=O)NC1=NN=C(N1C=1C(=NC=NC1OC)OC)[C@H]1C(CC1)(F)F)OC (1R,2S)-1-(5-chloropyrimidin-2-yl)-N-(5-((S)-2,2-difluorocyclobutyl)-4-(4,6-dimethoxypyrimidin-5-yl)-4H-1,2,4-triazol-3-yl)-1-methoxypropane-2-sulfonamide